C(CCC)OC1C(NC(N1C)=O)=O 5-butoxy-1-methylhydantoin